FC(C)(F)C=1C=C(C=CC1)C(C)O 1-(3-(1,1-difluoroethyl)phenyl)ethan-1-ol